O1N=NC=CC=CC=C1 oxadiazonin